4-bromo-5-fluorobenzo[d][1,3]dioxole BrC1=C(C=CC=2OCOC21)F